NC=1C(=NN(C(C1)=O)C1=C(C=CC=C1)F)C(=O)N[C@H](C)C1=CC(=CC(=C1)C(F)(F)F)N 4-amino-N-[(1R)-1-[3-amino-5-(trifluoromethyl)phenyl]ethyl]-1-(2-fluorophenyl)-6-oxo-pyridazine-3-carboxamide